C(C)C1=C(C=NO1)C=1C=C(C(=O)O)C=CC1 3-(5-ethylisoxazol-4-yl)benzoic acid